4-methoxy-1-[2-(4-methyl-sulfonylpiperazin-1-yl)propyl]-5-[[2-[6-(2,2,2-trifluoroethyl)quinazolin-4-yl]-2,7-diazaspiro[3.5]nonan-7-yl]methyl]indole-2-carbonitrile COC1=C2C=C(N(C2=CC=C1CN1CCC2(CN(C2)C2=NC=NC3=CC=C(C=C23)CC(F)(F)F)CC1)CC(C)N1CCN(CC1)S(=O)(=O)C)C#N